2-chloro-N-(2,3-dihydro-1H-inden-2-yl)-6-((2-methoxyphenyl)amino)pyrimidine-4-carboxamide ClC1=NC(=CC(=N1)C(=O)NC1CC2=CC=CC=C2C1)NC1=C(C=CC=C1)OC